C1(CC1)C1=NN(C=C1)CC1CC2(CN(C2)C(=O)N2CC3(C2)CC(C3)N3N=C(N=C3)C(F)(F)F)C1 [6-[(3-cyclopropylpyrazol-1-yl)methyl]-2-azaspiro[3.3]heptan-2-yl]-[6-[3-(trifluoromethyl)-1,2,4-triazol-1-yl]-2-azaspiro[3.3]heptan-2-yl]methanone